C(C1=CC=CC=C1)NS(=O)(=O)C1=CC(=CC=C1)C1=NC2=C(C=CN=C2C=C1)C1=CCCCC1 N-benzyl-3-[8-(cyclohex-1-en-1-yl)-1,5-naphthyridin-2-yl]benzene-1-sulfonamide